(S)-2-((S)-4,4-difluoro-3-(6-oxo-1,6-dihydropyridin-3-yl)piperidin-1-yl)-N-(5-(pyridin-2-yloxy)pyridin-2-yl)propionamide FC1([C@H](CN(CC1)[C@H](C(=O)NC1=NC=C(C=C1)OC1=NC=CC=C1)C)C1=CNC(C=C1)=O)F